C1(=CC=CC=C1)N1N=CC(=C1)B(O)O (1-phenyl-1H-pyrazol-4-yl)boronic acid